FC(CN1CC(C1)OC1=NN(C=C1N)COCC[Si](C)(C)C)(F)F 3-((1-(2,2,2-trifluoroethyl)azetidin-3-yl)oxy)-1-((2-(trimethylsilyl)ethoxy)methyl)-1H-pyrazol-4-amine